methyl 4-(5-amino-2-((5-methylisoxazol-3-yl)methyl)-3-oxo-7-phenyl-2,3-dihydro-[1,2,4]triazolo[4,3-c]pyrimidin-8-yl)-6-methylpicolinate NC1=NC(=C(C=2N1C(N(N2)CC2=NOC(=C2)C)=O)C2=CC(=NC(=C2)C)C(=O)OC)C2=CC=CC=C2